(2S,3R)-N-(4-(2,6-dimethoxyphenyl)-5-(methoxymethyl)-4H-1,2,4-triazol-3-yl)-3-(5-methylpyrimidin-2-yl)butane-2-sulfonamide COC1=C(C(=CC=C1)OC)N1C(=NN=C1COC)NS(=O)(=O)[C@@H](C)[C@H](C)C1=NC=C(C=N1)C